C(CCCCCCC)C(CCCCCCCC)OC(CCCCCCCOC(=O)[C@H]1NC[C@@H](C1)N=[N+]=[N-])=O (2s,4r)-4-azidopyrrolidine-2-carboxylic acid [8-(1-octylnonyloxy)-8-oxo-octyl] ester